5-cyclopropyl-4-(((1-(1-(3,5-dichlorophenyl)propyl)-3-fluoroazetidin-3-yl)methoxy)methyl)-2-fluoro-N-(methylsulfonyl)benzamide C1(CC1)C=1C(=CC(=C(C(=O)NS(=O)(=O)C)C1)F)COCC1(CN(C1)C(CC)C1=CC(=CC(=C1)Cl)Cl)F